2-(4-phenoxybenzoyl)benzoic acid O(C1=CC=CC=C1)C1=CC=C(C(=O)C2=C(C(=O)O)C=CC=C2)C=C1